P(=O)(OCC)(OCCCC)OCCCC ethyl (dibutyl) phosphate